5-(3-Fluoro-benzyl)-2H-[1,2,4]triazol FC=1C=C(CC=2N=CNN2)C=CC1